Methyl 2-(4-allyl-4-methylpiperidin-1-yl)-4-bromobenzoate C(C=C)C1(CCN(CC1)C1=C(C(=O)OC)C=CC(=C1)Br)C